2-(methoxy(methyl)carbamoyl)pyrrolidine-1-carboxylate CON(C(=O)C1N(CCC1)C(=O)[O-])C